Cl.N[C@@H]1CN(CC1)C1CCN(CC1)C(=O)OCC1=CC=CC=C1 (S)-benzyl 4-(3-aminopyrrolidin-1-yl)piperidine-1-carboxylate hydrogen chloride salt